FC1=C(OC2=NC=CC=C2C(=O)N)C=CC(=C1)CC(=O)N1CCC2=CC=C(C=C12)OCC(C)(C)O 2-(2-fluoro-4-(2-(6-(2-hydroxy-2-methylpropyloxy)indolin-1-yl)-2-oxoethyl)phenoxy)pyridine-3-carboxamide